CC(CO)(CO)C1=CC=CC=C1 2-methyl-2-phenylpropane-1,3-diol